N-(1-(4-fluorophenyl)ethyl)-3-((4-methylphenyl)sulphonamido)-4-(4-methyl-1,4-diazacycloheptan-1-yl)benzamide FC1=CC=C(C=C1)C(C)NC(C1=CC(=C(C=C1)N1CCN(CCC1)C)NS(=O)(=O)C1=CC=C(C=C1)C)=O